6-[3-Ethyl-2-fluoro-4-(2-oxopropoxy)phenyl]-5-methyl-4,5-dihydro-2H-pyridazin-3-one C(C)C=1C(=C(C=CC1OCC(C)=O)C=1C(CC(NN1)=O)C)F